methyl 3-amino-5-cyclopropylpyridine-2-carboxylate NC=1C(=NC=C(C1)C1CC1)C(=O)OC